(S*)-(3-amino-6,7-dihydropyrano[4,3-c]pyrazol-2(4H)-yl)(6-fluoro-8-methyl-1,2,3,4-tetrahydroquinolin-4-yl)methanone NC1=C2C(=NN1C(=O)[C@H]1CCNC3=C(C=C(C=C13)F)C)CCOC2 |o1:8|